3-iodo-6-methyl-1-tosyl-1H-pyrrolo[2,3-b]pyridine IC1=CN(C2=NC(=CC=C21)C)S(=O)(=O)C2=CC=C(C)C=C2